CC1(NC2=CC(=CC=C2C=C1)C1CN(C1)C(C)=O)C 1-(3-(2,2-dimethyl-1,2-dihydroquinolin-7-yl)azetidin-1-yl)ethan-1-one